Ethyl (S)-3-(2'-ethyl-4,4'-difluoro-6'-(hex-5-en-1-yl)-5-(trifluoromethyl)-[1,1'-biphenyl]-3-yl)-3-((R)-2-((methylsulfonyl)oxy)pent-4-enamido)propanoate C(C)C1=C(C(=CC(=C1)F)CCCCC=C)C1=CC(=C(C(=C1)C(F)(F)F)F)[C@H](CC(=O)OCC)NC([C@@H](CC=C)OS(=O)(=O)C)=O